N-Butyl-Glycolamide C(CCC)NC(CO)=O